C(C=C)(=O)OP(=O)(CC(C)O)OCC[N+](C)(C)C acryloyloxy(2-hydroxypropyl)phosphorylcholine